(+/-)-(1S,3S)-3-((2-cyano-6-(4-(((cyclopentyl(methyl)carbamoyl)oxy)methyl)-3-methylisothiazol-5-yl)pyridin-3-yl)oxy)cyclohexane-1-carboxylic acid C(#N)C1=NC(=CC=C1O[C@@H]1C[C@H](CCC1)C(=O)O)C1=C(C(=NS1)C)COC(N(C)C1CCCC1)=O |r|